1-(1H-indol-3-yl)propan-2-amine N1C=C(C2=CC=CC=C12)CC(C)N